(2-methoxy-4-pentadecylphenyl)methanol COC1=C(C=CC(=C1)CCCCCCCCCCCCCCC)CO